C(C)(C)N(C(=O)C1=C(C=CC(=C1)F)N1C=C(C=2C1=C(N=CC2)F)C(=O)C2CN(C2)C(=O)OC(C)(C)C)C(C)C tert-Butyl 3-(1-(2-(diisopropylcarbamoyl)-4-fluorophenyl)-7-fluoro-1H-pyrrolo[2,3-c]pyridine-3-carbonyl)azetidine-1-carboxylate